2,4-Diphenyl-6-(4-(10-(pyridin-4-yl)anthracen-9-yl)phenyl)-1,3,5-triazine C1(=CC=CC=C1)C1=NC(=NC(=N1)C1=CC=CC=C1)C1=CC=C(C=C1)C=1C2=CC=CC=C2C(=C2C=CC=CC12)C1=CC=NC=C1